1-bromomethyl-2,4-diisocyanobenzene BrCC1=C(C=C(C=C1)[N+]#[C-])[N+]#[C-]